4-didodecylaminophenyl-1,3-butadiene C(CCCCCCCCCCC)N(C1=CC=C(C=C1)C=CC=C)CCCCCCCCCCCC